O=C(CC#N)C1(CC2(C1)CCC2)C(F)(F)F 3-oxo-3-[2-(trifluoromethyl)spiro[3.3]heptan-2-yl]propionitrile